2-(4-methyl-2-(thiophen-3-yl)phenyl)-1-(phenylsulfonyl)-1H-pyrrolo[2,3-b]pyridine CC1=CC(=C(C=C1)C1=CC=2C(=NC=CC2)N1S(=O)(=O)C1=CC=CC=C1)C1=CSC=C1